[N+](=[N-])=C1C(N(C2=CC=CCC12)C)=NS(=O)(=O)C1=CC=C(C=C1)C N-(3-diazo-1-methyldihydroindol-2-ylidene)-4-methylbenzenesulfonamide